ClC1=C2C=C[C@]3(C2=CC=C1)CC(CCC3)=O (R)-4'-chlorospiro[cyclohexane-1,1'-indene]-3-one